NC/C(/CN1N=CN(C1=O)CC1=CC=C(S1)C=1C=CC(N(C1)C(C)C)=O)=C\F 5-[5-({1-[(2E)-2-(aminomethyl)-3-fluoroprop-2-en-1-yl]-5-oxo-1,5-dihydro-4H-1,2,4-triazol-4-yl}methyl)thiophen-2-yl]-1-(propan-2-yl)pyridin-2(1H)-one